5,5'-oxybis(N-octadecenyl-2-cyano-3-hydroxypyridin-4-one) O(C=1C(C(=C(N(C1)C=CCCCCCCCCCCCCCCCC)C#N)O)=O)C=1C(C(=C(N(C1)C=CCCCCCCCCCCCCCCCC)C#N)O)=O